tert-butyl (2S,4S)-4-(8-chloro-6-fluoro-7-(3-methyl-2-(trifluoromethyl)phenyl)-4-(methylthio)-1H-imidazo[4,5-c]quinolin-1-yl)-2-(2-hydroxyethyl)piperidine-1-carboxylate ClC1=CC=2C3=C(C(=NC2C(=C1C1=C(C(=CC=C1)C)C(F)(F)F)F)SC)N=CN3[C@@H]3C[C@H](N(CC3)C(=O)OC(C)(C)C)CCO